2-[1-(3-bromophenyl)cyclopropyl]acetic acid BrC=1C=C(C=CC1)C1(CC1)CC(=O)O